O=C1CC[C@H](N1)C(=O)OC(C)C Isopropyl (S)-5-oxopyrrolidine-2-carboxylate